(R)-N-(3-(1-((2-amino-5-chloropyridin-3-yl)oxy)ethyl)-phenyl)-1,3-dihydroisobenzofuran-5-carboxamide NC1=NC=C(C=C1O[C@H](C)C=1C=C(C=CC1)NC(=O)C=1C=C2COCC2=CC1)Cl